2-(2-Fluoro-4-iodoanilino)-5-[[3-fluoro-2-(methylsulfamoylamino)pyridin-4-yl]methyl]-1-methyl-N-[(2-methylpropan-2-yl)oxy]-6-oxopyridine-3-carboxamide FC1=C(NC=2N(C(C(=CC2C(=O)NOC(C)(C)C)CC2=C(C(=NC=C2)NS(NC)(=O)=O)F)=O)C)C=CC(=C1)I